O=C1NCC(N1)CCC(=O)O 3-(2-oxoimidazolidin-4-yl)propanoic acid